6-Chloro-N-(4-chlorophenyl)-1-(2-((4,5-dihydro-1H-imidazol-2-yl)amino)ethoxy)-9H-carbazol-3-amine ClC=1C=C2C=3C=C(C=C(C3NC2=CC1)OCCNC=1NCCN1)NC1=CC=C(C=C1)Cl